((3S,4S)-1,3-dimethylpiperidin-4-yl)-1-(4-fluorobenzyl)cyclopropane-1-carboxamide CN1C[C@H]([C@@H](CC1)C1C(C1)(C(=O)N)CC1=CC=C(C=C1)F)C